FC1=C(C=CC(=C1F)Br)I 2,3-difluoro-4-bromoiodobenzene